2-chloro-6,7-dihydro-5H-pyrrolo[1,2-b][1,2,4]triazole ClC=1N=C2N(N1)CCC2